dimethyl-4-hydroxybenzyl-2,3-dioleoyloxypropylammonium bromide [Br-].C[N+](CC(COC(CCCCCCC\C=C/CCCCCCCC)=O)OC(CCCCCCC\C=C/CCCCCCCC)=O)(CC1=CC=C(C=C1)O)C